CC1=C(C(=CC=C1)C)C1=NC(=NC(=C1)OC[C@@H](CC(C)C)NCCCC(=O)OC)NS(=O)(=O)C=1C=C(C(=O)O)C=CC1 3-[[4-(2,6-Dimethylphenyl)-6-[(2R)-2-[(4-methoxy-4-oxo-butyl)amino]-4-methyl-pentoxy]pyrimidin-2-yl]sulfamoyl]benzoic acid